ClC1=C(C=CC(=C1)Cl)C(CO)CN1N=CN=C1 2-(2,4-dichlorophenyl)-3-(1H-1,2,4-triazol-1-yl)propanol